rac-2-((4-((5-fluoroquinolin-6-yl)amino)-7-(1-methyl-1H-pyrazol-4-yl)quinazolin-5-yl)oxy)cyclobutan-1-ol FC1=C2C=CC=NC2=CC=C1NC1=NC=NC2=CC(=CC(=C12)OC1C(CC1)O)C=1C=NN(C1)C